7-bromo-N,N-bis(4-methoxybenzyl)-2-(pentan-2-yloxy)imidazo[2,1-f][1,2,4]triazin-4-amine BrC1=CN=C2C(=NC(=NN21)OC(C)CCC)N(CC2=CC=C(C=C2)OC)CC2=CC=C(C=C2)OC